((2-bromo-4-(trifluoromethoxy)phenyl)amino)-5-(trifluoromethyl)-nicotinic acid methyl ester COC(C1=C(N=CC(=C1)C(F)(F)F)NC1=C(C=C(C=C1)OC(F)(F)F)Br)=O